O=S1(NC2(CN(C2)C(=O)N2CC(C2)C23CC(C2)(C3)CC=3C=NC(=CC3)C(F)(F)F)CC1)=O (6,6-dioxo-6lambda6-thia-2,5-diazaspiro[3.4]octan-2-yl)-[3-[3-[[6-(trifluoromethyl)-3-pyridyl]methyl]-1-bicyclo[1.1.1]pentanyl]azetidin-1-yl]methanone